C(C=C)OC1(CC1)C1=C(C=CC(=C1)C(F)(F)F)Br 2-(1-(allyloxy)cyclopropyl)-1-bromo-4-(trifluoromethyl)benzene